O(N)C(C(=O)[O-])C aminoxypropionate